CC1CC(CO1)C(=O)O 5-methyltetrahydrofuran-3-carboxylic acid